ClC1=C(C=C(C=C1)N1C[C@@H](OCC1)C(C)C)F (S)-4-(4-chloro-3-fluorophenyl)-2-isopropylmorpholine